CC=1C(N2[C@H]([C@H](CCC2=CC1)NS(=O)(=O)CC)COC1CCC(CC1)C1=CC=C(C=C1)C)=O |r| rac-N-[(3S,4R)-7-methyl-4-({[(1s,4S)-4-(4-methylphenyl)cyclohexyl]oxy}methyl)-6-oxo-1,3,4,6-tetrahydro-2H-quinolizin-3-yl]ethanesulfonamide